7-fluoro-3-(tributylstannyl)imidazo[1,2-a]pyridine FC1=CC=2N(C=C1)C(=CN2)[Sn](CCCC)(CCCC)CCCC